ClC=1C=C(C=C(C1)Cl)C1=CC(=CC(=C1)CN1CCNCC1)CN1CCC(CC1)CNC(C(F)(F)F)=O N-((1-((3',5'-dichloro-5-(piperazin-1-ylmethyl)-[1,1'-biphenyl]-3-yl)methyl)piperidin-4-yl)methyl)-2,2,2-trifluoroacetamide